Diisononyl hexahydrophthalate C(C1C(C(=O)OCCCCCCC(C)C)CCCC1)(=O)OCCCCCCC(C)C